6-Amino-2-(benzyloxy)-5-(3-methoxy-2,6-dimethylphenyl)-5H-pyrrolo[2,3-b]pyrazine-7-carbonitrile NC1=C(C=2C(=NC=C(N2)OCC2=CC=CC=C2)N1C1=C(C(=CC=C1C)OC)C)C#N